O1C(C1)COC1=CC=C(C=O)C=C1 4-(2-oxiranylmethoxy)benzaldehyde